(S)-7-((S)-4-acryloyl-2-methylpiperazin-1-yl)-9-chloro-3-((1-methylpiperidin-4-yl)-methyl)-10-(2,4,6-trifluorophenyl)-2H-[1,4]thiazino[2,3,4-ij]-quinazolin-5(3H)-one C(C=C)(=O)N1C[C@@H](N(CC1)C1=NC(N2C3=C(C(=C(C=C13)Cl)C1=C(C=C(C=C1F)F)F)SC[C@@H]2CC2CCN(CC2)C)=O)C